2-[4-methyl-2-oxo-3-[6-(1H-pyrazolo[3,4-c]pyridin-4-yl)-3-pyridinyl]benzimidazol-1-yl]acetic acid ethyl ester C(C)OC(CN1C(N(C2=C1C=CC=C2C)C=2C=NC(=CC2)C2=C1C(=CN=C2)NN=C1)=O)=O